2-((3,5-dicyano-6-(dimethylamino)-4-ethylpyridin-2-yl)thio)-2-(3-(dimethylphosphoryl)phenyl)acetamide C(#N)C=1C(=NC(=C(C1CC)C#N)N(C)C)SC(C(=O)N)C1=CC(=CC=C1)P(=O)(C)C